FC(OC1=CC=2N(C=C1)C(=NN2)C2CC(CCC2)N)F 3-(7-(difluoromethoxy)-[1,2,4]triazolo[4,3-a]pyridin-3-yl)cyclohexanamine